N-(2-(4-Cyanothiazolidin-3-yl)-2-oxoethyl)-6-(1-(6-methylpyridin-3-yl)-cyclopropyl)quinoline-4-carboxamide C(#N)C1N(CSC1)C(CNC(=O)C1=CC=NC2=CC=C(C=C12)C1(CC1)C=1C=NC(=CC1)C)=O